methyl 2-fluoro-5-(methylamino)benzoate FC1=C(C(=O)OC)C=C(C=C1)NC